(3R)-3-phenylpyrrolidin C1(=CC=CC=C1)[C@@H]1CNCC1